2,3-di-fluoro-4-methoxyaniline FC1=C(N)C=CC(=C1F)OC